N-methyl-2-(4-methylpiperazin-1-yl)ethylamine CNCCN1CCN(CC1)C